5-(3-(3-cyclohexyl-1H-pyrazol-5-yl)-2-fluoro-6-hydroxyphenyl)-1,2,5-thiadiazolidin-3-one 1,1-dioxide C1(CCCCC1)C1=NNC(=C1)C=1C(=C(C(=CC1)O)N1CC(NS1(=O)=O)=O)F